i-propyl carbamate C(N)(OC(C)C)=O